4-[4-(4-chlorophenoxy)piperidin-1-yl]-7-(2-methoxyethyl)-1-methyl-2-oxo-1,2-dihydroquinoline ClC1=CC=C(OC2CCN(CC2)C2=CC(N(C3=CC(=CC=C23)CCOC)C)=O)C=C1